1-Naphthoic acid-3-butenyl ester C(CC=C)OC(=O)C1=CC=CC2=CC=CC=C12